CN(C)CCCN1CN(CN(C1)CCCN(C)C)CCCN(C)C tris(dimethylamino-propyl)hexahydro-1,3,5-triazine